isopropyl 4-hexyloxy-3-methoxybenzoate C(CCCCC)OC1=C(C=C(C(=O)OC(C)C)C=C1)OC